NC1=C(C(=O)N)C=C(C=C1)C=1C=NC(=CC1)OC 2-amino-5-(6-methoxypyridin-3-yl)benzamide